C(CC)OC(C(CCCCCCCCCCCCCC)O)=O.FC=1C=C(C=C(C1)N1N=C(C(=C1)[C@@H]1O[C@H](C(N1CCC=1C=CC2=CC(N=C2C1)=O)=O)C)C1=CNC=C1)C (2S,5S)-2-(1-(3-fluoro-5-tolyl)-3-(1H-pyrrol-3-yl)-1H-pyrazol-4-yl)-5-methyl-3-(2-(2-oxoindol-6-yl)ethyl)oxazolidin-4-one propyl-alpha-hydroxypalmitate